methoxy-4-(1,2,3,6-tetrahydro-pyridin-4-yl)-thiophene-2-carboxylic acid [4-(1,2,3,6-tetrahydro-pyridin-4-yl)-phenyl]-amide trifluoroacetate FC(C(=O)O)(F)F.N1CCC(=CC1)C1=CC=C(C=C1)NC(=O)C=1SC=C(C1OC)C=1CCNCC1